C1(CCCCCC1)NO N-cycloheptylhydroxylamine